N-(3-(methylsulfonamido)phenyl)-4-(N-(p-tolyl)sulfamoyl)benzamide CS(=O)(=O)NC=1C=C(C=CC1)NC(C1=CC=C(C=C1)S(NC1=CC=C(C=C1)C)(=O)=O)=O